C(C)(C)(C)OC(=O)N(C)CC1=NC(=CC2=C1CN(C2=O)N2C=C1C(=CC2)CCN1C(=O)[O-])N(C)C(C)C 6-(4-(((tert-butoxycarbonyl) (methyl) amino) methyl)-6-(isopropyl (methyl) amino)-1-oxo-1,3-dihydro-2H-pyrrolo[3,4-c]pyridin-2-yl)-2,3-dihydro-1H-pyrrolo[2,3-c]pyridine-1-carboxylate